methyl (E)-3-(3-(N-((4-(5-methyl-1,2,4-oxadiazol-3-yl)bicyclo[2.2.2]octan-1-yl)methyl) cyclohexanecarboxamido)phenyl)acrylate CC1=NC(=NO1)C12CCC(CC1)(CC2)CN(C(=O)C2CCCCC2)C=2C=C(C=CC2)/C=C/C(=O)OC